C[C@@H]1CNC[C@@H](N1)C (3R,5S)-3,5-dimethylpiperazin